O(C1=CC=CC=C1)CC(=O)NC(C(=O)O)CC1=CC=CC=C1 2-[(2-phenoxyacetyl)amino]-3-phenylpropionic acid